N-(2,6-difluoro-3-(5-(3-methyl-pyridin-4-yl)-1H-pyrrolo[2,3-b]pyridine-3-carbonyl)phenyl)-propane-1-sulfonamide FC1=C(C(=CC=C1C(=O)C1=CNC2=NC=C(C=C21)C2=C(C=NC=C2)C)F)NS(=O)(=O)CCC